The molecule is an indolyl carbohydrate that is the alpha-D-glucuronide of indoxyl in which the indole moiety is substituted at positions 4 and 5 by chlorine and bromine, respectively. It is an organochlorine compound, an organobromine compound, an indolyl carbohydrate, an alpha-D-glucosiduronic acid and a monosaccharide derivative. It derives from an indoxyl. C1=CC(=C(C2=C1NC=C2O[C@@H]3[C@@H]([C@H]([C@@H]([C@H](O3)C(=O)O)O)O)O)Cl)Br